Cl.COC1CC(C1)N 3-methoxycyclobutanamine hydrochloride